C(CCC)[C@@]1(CS(C2=C(N(C1)C1=CC=C(C=C1)F)C=C(C(=C2)O)SC)(=O)=O)CC (S)-3-butyl-3-ethyl-5-(4-fluorophenyl)-8-hydroxy-7-(methylthio)-2,3,4,5-tetrahydrobenzo-1,5-thiazepine 1,1-dioxide